(4-octyloxyphenyl)phenyliodonium tetrakis(3,5-bis-trifluoromethylphenyl)borate FC(C=1C=C(C=C(C1)C(F)(F)F)[B-](C1=CC(=CC(=C1)C(F)(F)F)C(F)(F)F)(C1=CC(=CC(=C1)C(F)(F)F)C(F)(F)F)C1=CC(=CC(=C1)C(F)(F)F)C(F)(F)F)(F)F.C(CCCCCCC)OC1=CC=C(C=C1)[I+]C1=CC=CC=C1